(R)-3-([1,1'-biphenyl]-4-yl)-2-aminopropan-1-ol C1(=CC=C(C=C1)C[C@H](CO)N)C1=CC=CC=C1